N-((2R,3S)-2-methylazetidin-3-yl)acetamide trifluoroacetate FC(C(=O)O)(F)F.C[C@H]1NC[C@@H]1NC(C)=O